[5-(2-methoxy-2-oxo-ethoxy)-2-methyl-phenylamino]Propionic acid COC(COC=1C=CC(=C(C1)NC(C(=O)O)C)C)=O